CC1=CC=C(C=C1)S(=O)(=O)OCC1CC(C1)C1=CC=C(C(=O)OC)C=C1 methyl 4-(3-{[(4-methylbenzenesulfonyl)oxy]methyl}cyclobutyl)benzoate